N-(5-((2,2-difluorocyclopropyl)methoxy)-4-((2-(1,1-difluoroethyl)-6-methylpyrimidin-4-yl)amino)pyridin-2-yl)acetamide FC1(C(C1)COC=1C(=CC(=NC1)NC(C)=O)NC1=NC(=NC(=C1)C)C(C)(F)F)F